6-((R)-2-((3aS,5S,6aR)-5-(2,4-difluorophenoxy)-3a-hydroxycyclopenta[c]pyrrol-2(1H)-yl)-1-hydroxyethyl)-3,4-dihydroquinolin-2(1H)-one FC1=C(OC2=C[C@@]3(C(CN(C3)C[C@H](O)C=3C=C4CCC(NC4=CC3)=O)=C2)O)C=CC(=C1)F